(3S)-3-cyano-3-methyl-pyrrolidine-1-carboxylic acid benzyl ester C(C1=CC=CC=C1)OC(=O)N1C[C@@](CC1)(C)C#N